ClN(C1=NC(=NC(=N1)N)N)Cl di-chloromelamine